N-α-benzoyl-L-arginine ethyl ester hydrochloride CCOC(=O)[C@H](CCCN=C(N)N)NC(=O)C1=CC=CC=C1.Cl